C(C)[Si](OC)(OC)C1=C(C=CC=C1)O ethyl-(hydroxyphenyl)dimethoxysilane